N1=CC=C(C=C1)C=1C=C(C(=O)N)C=CC1 3-(pyridin-4-yl)benzamide